2-(dimethylamino)ethyl (1-(7-methoxy-1,2,3,4-tetrahydroquinolin-6-yl)-6-(pyrazolo[1,5-a]pyrimidin-3-yl)-1H-pyrazolo[4,3-c]pyridin-3-yl)carbamate COC1=C(C=C2CCCNC2=C1)N1N=C(C=2C=NC(=CC21)C=2C=NN1C2N=CC=C1)NC(OCCN(C)C)=O